4-[3-[2,6-Dichloro-4-[3-hydroxy-3-(trifluoromethyl)azetidin-1-yl]benzoyl]-2,4-dihydro-1,3-benzoxazin-8-yl]-5-fluoro-2-(3-oxa-8-azabicyclo[3.2.1]octan-8-yl)benzoic acid ClC1=C(C(=O)N2COC3=C(C2)C=CC=C3C3=CC(=C(C(=O)O)C=C3F)N3C2COCC3CC2)C(=CC(=C1)N1CC(C1)(C(F)(F)F)O)Cl